2-phenoxybenzoic acid [(5-methyl-2-furyl)methylene] hydrazide CC1=CC=C(O1)C=NNC(C1=C(C=CC=C1)OC1=CC=CC=C1)=O